1-[2-(4-fluoroanilino)-3-(pyridin-4-yl)-6,7-dihydropyrazolo[1,5-a]pyrazin-5(4H)-yl]prop-2-en-1-one FC1=CC=C(NC2=NN3C(CN(CC3)C(C=C)=O)=C2C2=CC=NC=C2)C=C1